1-{4-[(pyridin-3-yl)sulfamoyl]phenyl}-3-(pyridin-3-ylmethyl)urea N1=CC(=CC=C1)NS(=O)(=O)C1=CC=C(C=C1)NC(=O)NCC=1C=NC=CC1